C(C#CCCC(=O)O)(=O)O.C(CCC)OC1=C(C(=O)C=2C=C3C(=CNC3=CC2)C2CCN(CC2)CC(C)C)C=CC=C1 5-(2-butoxybenzoyl)-3-(1-isobutylpiperidin-4-yl)-1H-indole hexyne-1,6-dioate